ClC1=CC(=C(C=C1)C1=C2C(N(C(=NC2=CC(=C1)N1C[C@@H](OCC1)C=1C=NN(C1)C)C)C)=O)F 5-(4-chloro-2-fluorophenyl)-2,3-dimethyl-7-((2S)-2-(1-methyl-1H-pyrazol-4-yl)-4-morpholinyl)-4(3H)-quinazolinone